C=CCCC=C Hexa-1,5-dien